C(C)(=O)OC[C@@]1(C([C@H]1C=C)(F)F)C ((1R,3S)-2,2-difluoro-1-methyl-3-vinylcyclopropyl)methyl acetate